benzyl (6R)-6-{[7-bromo-2-(1,5-dimethyl-1H-pyrazol-4-yl)[1,2,4]triazolo[1,5-c]quinazolin-5-yl]amino}-5-oxo-1,4-diazepane-1-carboxylate BrC1=CC=CC=2C=3N(C(=NC12)N[C@H]1C(NCCN(C1)C(=O)OCC1=CC=CC=C1)=O)N=C(N3)C=3C=NN(C3C)C